7-(7-fluoro-3-(methoxymethoxy)-8-((triisopropylsilyl)ethynyl)naphthalen-1-yl)-2-(methylthio)-N-phenylpyrido[4,3-d]pyrimidin-5-amine FC1=CC=C2C=C(C=C(C2=C1C#C[Si](C(C)C)(C(C)C)C(C)C)C1=CC=2N=C(N=CC2C(=N1)NC1=CC=CC=C1)SC)OCOC